ClC1=CC(=NC=N1)C=1C=CC=CC1 5-(6-chloropyrimidin-4-yl)benzene